C(C)C1=C2CNC(C2=CC=C1)=O 4-ethylisoindolin-1-one